8-fluoro-6-isothiocyanato-2-methyl-imidazo[1,2-a]pyridine FC=1C=2N(C=C(C1)N=C=S)C=C(N2)C